(R)-(+)-2,2-dimethyl-1,3-dioxolane-4-formaldehyde CC1(OC[C@@H](O1)C=O)C